C(C)OC(=O)C=1NC2=C(C=CC(=C2C1)NC1=CC(=C(C=C1)F)Cl)NC(C)=O 4-((3-chloro-4-fluorophenyl)amino)-7-acetylamino-1H-indole-2-carboxylic acid ethyl ester